methyl (R)-4-amino-3-fluorobutanoate hydrochloride Cl.NC[C@@H](CC(=O)OC)F